C(C)(C)(C)OC(=O)N(C(OC(C)(C)C)=O)C=1C=C(C=2N(C1)C=NN2)Br Tert-butyl (tert-butyloxycarbonyl)(8-bromo-[1,2,4]triazolo[4,3-a]pyridin-6-yl)carbamate